cyclobutane-1,1-dicarboxylic acid platinum [Pt].C1(CCC1)(C(=O)O)C(=O)O